N-(4-(((R)-1-hydroxy-4-methylpent-2-yl)amino)-6-(2-(3-(1-hydroxycyclopropyl)phenyl)propyl)-1,3,5-triazin-2-yl)methanesulfonamide OC[C@@H](CC(C)C)NC1=NC(=NC(=N1)CC(C)C1=CC(=CC=C1)C1(CC1)O)NS(=O)(=O)C